5-chloro-1'-(2-{7-chloro-1-(cis-3-hydroxy-3-methylcyclobutyl)-1H-1,3-benzimidazol-5-yloxy}ethyl)spiro[indoline-3,4'-piperidin]-2-one ClC=1C=C2C(=CC1)NC(C21CCN(CC1)CCOC1=CC2=C(N(C=N2)C2CC(C2)(C)O)C(=C1)Cl)=O